FC(C(CC(=O)C1=C(C=C(C=C1C(F)(F)F)C(F)(F)F)C(F)(F)F)=O)(F)F 4,4,4-trifluoro-1-(2,4,6-tris(trifluoromethyl)phenyl)butane-1,3-dione